C12=C=C=CC=C2C=CC=C1 bicyclo[4.4.0]decene-1,3,5,7,9-pentaene